CC1C(C1)OC(C(=O)OC)C Methyl 2-methylcyclopropyloxypropanoate